C(C)(C)(C)OC(=O)N1CCC2(CCCN2CC2=C(C=C(C=C2)C(F)(F)F)N)CC1 1-(2-amino-4-(trifluoromethyl)benzyl)-1,8-diazaspiro[4.5]decane-8-carboxylic acid tert-butyl ester